1,4-bis((1H-imidazole-1-yl)methyl)benzene N1(C=NC=C1)CC1=CC=C(C=C1)CN1C=NC=C1